4-[(Dimethylamino)methyl]phenol CN(C)CC1=CC=C(C=C1)O